6,7-dimethoxy-2-methyl-N-{1-[5-(pyrimidin-5-yl)thiophen-2-yl]ethyl}quinazolin-4-amine COC=1C=C2C(=NC(=NC2=CC1OC)C)NC(C)C=1SC(=CC1)C=1C=NC=NC1